FC1=C(C=CC(=C1)F)C(=O)N1[C@@H](CC[C@@H](C1)C1=NOC(=N1)C1=NC=C(C=C1)F)C (2,4-difluorophenyl){(2R,5S)-5-[5-(5-fluoropyridin-2-yl)-1,2,4-oxadiazol-3-yl]-2-methylpiperidin-1-yl}methanone